O[C@@H]1C[C@@H]2[C@]3(CCCCC3CC[C@H]2[C@@H]2CC[C@H]([C@@H](CCC(=O)O)C)[C@@]12C)C α,12β-hydroxy-cholanic acid